N1(CCCCC1)CC=1N=NNC1 (1'-piperidinomethyl)triazole